CC=1SC(=C(N1)[C@]1(NC(NC1=O)=O)CNC(=O)C=1C(=CC(=CC1)F)C1=CC=C(C=C1)C(F)(F)F)C |r| rac-N-{[4-(2,5-dimethyl-1,3-thiazol-4-yl)-2,5-dioxoimidazolidin-4-yl]methyl}-5-fluoro-4'-(trifluoromethyl)[biphenyl]-2-carboxamide